CS(=O)(=O)OCC1=NC(=NC=C1)SC (2-(methylthio)pyrimidin-4-yl)methyl methanesulfonate